C(C)(C)(C)OC(=O)N1CC2=CC(=C(C=C2CC1)C1=CC(=C(N1C)C)C(=O)O)C(=O)N1CC2=CC=CC=C2C[C@H]1COC 5-[2-(tert-butoxycarbonyl)-7-{[(3S)-3-(methoxymethyl)-3,4-dihydro-1H-isoquinolin-2-yl]carbonyl}-3,4-dihydro-1H-isoquinolin-6-yl]-1,2-dimethylpyrrole-3-carboxylic acid